D-lactic acid tert-butyl ester C(C)(C)(C)OC([C@H](O)C)=O